(1R,2S,5S)-N-[cinnolin-4-yl(cyano)methyl]-6,6-dimethyl-3-[(2S)-3-methyl-2-[(2,2,2-trifluoroacetyl)amino]butanoyl]-3-azabicyclo[3.1.0]hexane-2-carboxamide N1=NC=C(C2=CC=CC=C12)C(NC(=O)[C@@H]1[C@H]2C([C@H]2CN1C([C@H](C(C)C)NC(C(F)(F)F)=O)=O)(C)C)C#N